BrC=1C=2C3=C(N(C2C(=C(C1)Cl)Cl)C(F)F)CCNC(C3C)=O 10-bromo-7,8-dichloro-6-(difluoromethyl)-1-methyl-3,4,5,6-tetrahydroazepino[4,5-b]indol-2(1H)-one